N(=[N+]=[N-])[C@H](CC1=CC(=CC=C1)OC)C 1-[(2S)-2-azidopropyl]-3-methoxybenzene